5-(2-aminophenyl)-2-phenylAzole-4-carboxylic acid ethyl ester C(C)OC(=O)C=1C=C(NC1C1=C(C=CC=C1)N)C1=CC=CC=C1